C(C)C(C(=O)[O-])CCCC.[Sb+3].C(C)C(C(=O)[O-])CCCC.C(C)C(C(=O)[O-])CCCC Antimony(III) 2-ethylhexanoate